C(CCCCCCC\C=C/CCCCCCCC)NC(C=C)=O (Z)-N-(octadec-9-en-1-yl)acrylamide